1-((2s,5r)-2-methyl-5-(4-((2-(1-methyl-1H-1,2,3-triazol-4-yl)pyridin-4-yl)amino)-6-(pyrazin-2-yl)pyrimidin-2-yl)piperidin-1-yl)ethan-1-one C[C@@H]1N(C[C@@H](CC1)C1=NC(=CC(=N1)NC1=CC(=NC=C1)C=1N=NN(C1)C)C1=NC=CN=C1)C(C)=O